C1OCC12CC(C2)C2=CC(=NN2)NC([C@@H](C)C=2C=NN(C2)C2=CC(=CC(=C2)F)C(F)F)=O (S)-N-(5-(2-oxaspiro[3.3]heptan-6-yl)-1H-pyrazol-3-yl)-2-(1-(3-(difluoromethyl)-5-fluorophenyl)-1H-pyrazol-4-yl)propanamide